COC1=C(C=C(C=C1)C1C(CCC1)=O)OCCCOC 2-(4-methoxy-3-(3-methoxypropoxy)phenyl)cyclopentan-1-one